O[C@H](C(=O)N1C[C@@H]2[C@H](C1)CC(C2)NC2=C1C(=NC=C2C=2SC(=CN2)CN2CC(CC2)O)NC=C1)C (2S)-2-hydroxy-1-((3aR,5R,6aS)-5-((5-(5-((3-hydroxypyrrolidin-1-yl)-methyl)-thiazol-2-yl)-1H-pyrrolo[2,3-b]pyridin-4-yl)amino)hexahydrocyclopenta[c]pyrrol-2(1H)-yl)-propan-1-one